2-(2-(3-hydroxypyrrolidin-1-yl)pyridin-4-yl)-8-(trifluoromethoxy)dibenzo[b,f][1,4]oxazepin-11(10H)-one OC1CN(CC1)C1=NC=CC(=C1)C=1C=CC2=C(C(NC3=C(O2)C=CC(=C3)OC(F)(F)F)=O)C1